FC1=C(C(=CC=C1)F)C1=NCC=2N(C3=C1C=C(C=C3)I)C(=NN2)C 6-(2,6-difluorophenyl)-8-iodo-1-methyl-4H-[1,2,4]Triazolo[4,3-a][1,4]Benzodiazepine